CC=1C=C(C=CC1)CCCC dl-m-methylphenyl-butane